3-(3-(4-fluoro-2-trifluoromethylphenyl)acryloyl)oxazolidin-2-one sodium 2,5-dichloro-p-aminobenzenesulfonate ClC1=C(C=C(C(=C1)N)Cl)S(=O)(=O)[O-].[Na+].FC1=CC(=C(C=C1)C=CC(=O)N1C(OCC1)=O)C(F)(F)F